BrC(\C=C/F)(C(F)F)F Z-3-bromo-1,3,4,4-tetrafluorobut-1-ene